dimethylethoxy(2-isopropenylphenyl)silane C[Si](C1=C(C=CC=C1)C(=C)C)(OCC)C